(2-([1,1'-biphenyl]-4-yl)ethyl)-2,3,4,9-tetrahydro-1H-carbazol-1-amine C1(=CC=C(C=C1)CCC1(CCCC=2C3=CC=CC=C3NC12)N)C1=CC=CC=C1